NC1=C2N=CN(C2=NC=N1)C[C@@H](C)OCP(OCCCOCCCCCCCCCCCC#C[Si]1(CCC1)C)(O)=O 3-((13-(1-methylsiletan-1-yl)tridec-12-yn-1-yl)oxy)propyl hydrogen ((((R)-1-(6-amino-9H-purin-9-yl)propan-2-yl)oxy)methyl)phosphonate